C(N)(=O)CC[C@@H]([C@@H](C)OCC1=CC=C(C=C1)CCCCO)NC(OC(C)(C)C)=O tert-butyl N-[(3S,4R)-1-carbamoyl-4-[[4-(4-hydroxy-butyl)phenyl]meth-oxy]pentan-3-yl]carbamate